FC1=C(C=C(C=C1)CNC=1C=NC=C(C1)C1=NC=CC=N1)N(C(=O)N)[C@H]1[C@H](CCCC1)O N-[2-fluoro-5-({[5-(pyrimidin-2-yl)pyridin-3-yl]amino}methyl)phenyl]-N-[(1R,2S)-2-hydroxycyclohexyl]urea